N-(4-(N-(1-(3-aminophenyl)ethyl)sulfamoyl)naphthalen-1-yl)-2-methylbenzamide NC=1C=C(C=CC1)C(C)NS(=O)(=O)C1=CC=C(C2=CC=CC=C12)NC(C1=C(C=CC=C1)C)=O